1-(2-(4-(benzyloxy)phenyl)propan-2-yl)azetidin C(C1=CC=CC=C1)OC1=CC=C(C=C1)C(C)(C)N1CCC1